OCC1CN(C1)C1=CC=C(N=N1)C1=C(C=C(C=C1C)C(F)(F)F)O 2-[6-[3-(hydroxymethyl)azetidin-1-yl]pyridazin-3-yl]-3-methyl-5-(trifluoromethyl)phenol